1-(4-(5-(difluoromethyl)-1,3,4-oxadiazole-2-yl)-2-fluorobenzyl)-5-(furan-2-yl)-3-(1-methylpiperidine-4-yl)-1,3-dihydro-2H-benzo[d]imidazole-2-one FC(C1=NN=C(O1)C1=CC(=C(CN2C(N(C3=C2C=CC(=C3)C=3OC=CC3)C3CCN(CC3)C)=O)C=C1)F)F